3,7-dichloro-5-methyl-pyrazolo[1,5-a]pyrimidine ClC=1C=NN2C1N=C(C=C2Cl)C